5-(2-(Dicyclohexylphosphino)phenyl)-1-isopropyl-1H-pyrazole C1(CCCCC1)P(C1=C(C=CC=C1)C1=CC=NN1C(C)C)C1CCCCC1